C1(CC1)C1=NN(C(C=C1OCC)=O)CC(=O)OCC ethyl 2-(3-cyclopropyl-4-ethoxy-6-oxopyridazin-1(6H)-yl)acetate